C(CCCCCCCC)N(CCCCCCCCC)CC(=O)OCCCCCCCCC 1-nonyl N,N-dinonylaminoacetate